C1(CCCCC1)OC(=O)C1(CC(CCC1)(C(=O)O)C(=O)O)C(=O)O 1,3-dicarboxycyclohexane-1,3-dicarboxylic acid monocyclohexyl ester